OC=1C=C2C3(C(N(C2=CC1)C1OCCCC1)=O)C(C3)C 5'-hydroxy-2-methyl-1'-(tetrahydro-2H-pyran-2-yl)spiro[cyclopropane-1,3'-indolin]-2'-one